C(C)OC(=O)C=1C=NN(C1)CC1=CC=C(C=C1)CN1C(C=CC=C1)=O 1-(4-(2-oxopyridin-1(2H)-yl)methylbenzyl)-1H-pyrazole-4-carboxylic acid Ethyl ester